BrC1=C(C=C(C(=N1)N1C[C@H](NCC1)[C@@](C)(C(C)C)O)F)F (R)-2-((S)-4-(6-bromo-3,5-difluoropyridin-2-yl)piperazin-2-yl)-3-methylbutan-2-ol